C(N)(=O)C1(CCC1)NC(=O)C1=C(OC2=C1C=C(C=C2)OCC=2C(=NC=CC2)O)C N-(1-carbamoylcyclobutyl)-5-((2-hydroxypyridin-3-yl)methoxy)-2-methylbenzofuran-3-carboxamide